isovaleryl-coenzyme a C(CC(C)C)(=O)SCCNC(CCNC([C@@H](C(COP(OP(OC[C@@H]1[C@H]([C@H]([C@@H](O1)N1C=NC=2C(N)=NC=NC12)O)OP(=O)(O)O)(=O)O)(=O)O)(C)C)O)=O)=O